(E)-N-(4-(1-(4-(4-(3-(2-(2-((2-(2,6-dioxopiperidin-3-yl)-1,3-dioxoisoindolin-4-yl)thio)ethoxy)ethoxy)propanoyl)piperazin-1-yl)benzoyl)piperidin-4-yl)butyl)-3-(pyridin-3-yl)acrylamide O=C1NC(CCC1N1C(C2=CC=CC(=C2C1=O)SCCOCCOCCC(=O)N1CCN(CC1)C1=CC=C(C(=O)N2CCC(CC2)CCCCNC(\C=C\C=2C=NC=CC2)=O)C=C1)=O)=O